Benzyl N-[(1S)-1-[[(3-amino-3-oxo-propyl)-(2-chloro-2-phenyl-acetyl)amino]carbamoyl]-3-methyl-butyl]carbamate NC(CCN(C(C(C1=CC=CC=C1)Cl)=O)NC(=O)[C@H](CC(C)C)NC(OCC1=CC=CC=C1)=O)=O